N-((1S,2S)-1-(2-chlorophenyl)-1-methoxypropan-2-yl)-4-(trifluoromethoxy)benzenesulfonamide ClC1=C(C=CC=C1)[C@@H]([C@H](C)NS(=O)(=O)C1=CC=C(C=C1)OC(F)(F)F)OC